O=C1CCC(NN1)C(=O)O 6-OXO-HEXAHYDRO-PYRIDAZINE-3-CARBOXYLIC ACID